OC=1C=CC2=C(N=C(S2)NC(OC(C)(C)C)=O)C1 tert-butyl N-(5-hydroxy-1,3-benzothiazol-2-yl)carbamate